CC(C(=O)NC1C2CC3(CC(CC1C3)C2)C(=O)N)(C)N2CCN(CC2)C2=NC=C(C=C2)C(F)(F)F 4-(2-methyl-2-(4-(5-(trifluoromethyl)pyridin-2-yl)piperazin-1-yl)propanamido)adamantane-1-carboxamide